tert-butyl-(S)-2-(2-(2-(4-(6-(6-(2-(3-fluorophenyl)pyrrolidin-1-yl)imidazo[1,2-b]pyridazin-3-yl)pyridin-2-yl)piperazin-1-yl)ethoxy)ethoxy)ethan-1-amine C(C)(C)(C)[C@@H](COCCOCCN1CCN(CC1)C1=NC(=CC=C1)C1=CN=C2N1N=C(C=C2)N2C(CCC2)C2=CC(=CC=C2)F)N